OP(O)(=O)OP(=O)(O)[O-] tri-hydrogen pyrophosphate